Cl.Cl.FC=1C=CC(=C(C1)C1=NC2=CC(=C(C=C2C(=N1)N[C@H]1[C@@H](CNC1)C(O)(C)C)OC)OC)O (3R,4S)-4-[[2-(5-Fluoro-2-hydroxyphenyl)-6,7-dimethoxy-4-quinazolinyl]amino]-α,α-dimethyl-3-pyrrolidinemethanol dihydrochloride